CNC(C1=C(C=CC=C1)S)=O N-methyl-2-Mercaptobenzamide